O1CCC(=CC1)C1=CC2=C(N=C(N=C2N[C@H](C)C2=CC(=CC(=C2)C(F)(F)F)[N+](=O)[O-])N(C)C)C=N1 (R)-6-(3,6-dihydro-2H-pyran-4-yl)-N2,N2-dimethyl-N4-(1-(3-nitro-5-(trifluoromethyl)phenyl)ethyl)pyrido[3,4-d]pyrimidine-2,4-diamine